6-Amino-3-((1S,2R)-4'-chloro-2-propyl-1',2'-dihydrospiro[cyclopropane-1,3'-pyrrolo[2,3-b]pyridin]-5'-yl)-2-fluoro-N,N-dimethylbenzamide NC1=CC=C(C(=C1C(=O)N(C)C)F)C=1C(=C2C(=NC1)NC[C@@]21[C@@H](C1)CCC)Cl